C(C)(=O)NC1=CC=C(C=C1)S(=O)(=O)N1[C@H](CC(CC1)NC(OCC1=CC=CC=C1)=O)C benzyl N-[(2S)-1-[(4-acetamidophenyl) sulfonyl]-2-methylpiperidin-4-yl]Carbamate